OC(CCCCCCC(=O)OCC(CCCCCCCCCC)CCCCCCCCCC)CCCCCCC 2-Decyldodecyl 8-Hydroxypentadecanoate